OC(C)(C)C1=CC(=NC(=C1)C=1SC(=CN1)C(F)(F)F)NC1=CC2=C(C=N1)N(C(N2C2C1(CCC(C2)CC1)C(=O)N)=O)C([2H])([2H])[2H] (6-((4-(2-Hydroxypropan-2-yl)-6-(5-(trifluoromethyl)thiazol-2-yl)pyridin-2-yl)amino)-3-(methyl-d3)-2-oxo-2,3-dihydro-1H-imidazo[4,5-c]pyridin-1-yl)bicyclo[2.2.2]octane-1-carboxamide